2-((4-chloro-2-iodophenyl)amino)propan-1-ol tert-butyl-2-[acetoxy(phenyl)methyl]prop-2-enoate C(C)(C)(C)C=C(C(=O)OCC(C)NC1=C(C=C(C=C1)Cl)I)C(C1=CC=CC=C1)OC(C)=O